N[C@H](C(=O)NCCOCCOCCOCCOCCN=[N+]=[N-])CCC(=O)NCCOCCOCCOCCOCCN=[N+]=[N-] (S)-2-amino-N1,N5-bis(14-azido-3,6,9,12-tetraoxatetradecyl)glutaramide